CS(=O)(=O)CC1CN(C1)C=1C=CC(=C2C=C(N=CC12)NC1=NC(=NC=C1)N1C[C@@H]([C@H](CC1)O)C)C(C)C (3S,4S)-1-[4-({8-[3-(methanesulfonylmeth-yl)azetidin-1-yl]-5-(propan-2-yl)isoquinolin-3-yl}amino)pyrimidin-2-yl]-3-methylpiperidin-4-ol